4-amino-N-(4,5-dihydro-1H-imidazole-2-yl)benzenesulfonamide NC1=CC=C(C=C1)S(=O)(=O)NC=1NCCN1